ClC=1C=C(SC1N(C)C)\C=C\1/C(=NOC1=O)C(F)(F)F (E)-4-((4-chloro-5-(dimethylamino)thiophen-2-yl)methylene)-3-(trifluoromethyl)isoxazol-5(4H)-one